C(C1=CC=CC=C1)OC=1C=C2C(=C(N(C2=CC1)CC1=CC=C(C=C1)CCO[Si](C)(C)C(C)(C)C)C1=C(C=C(C=C1)F)C)F 5-(benzyloxy)-1-(4-(2-((tert-butyldimethylsilyl)oxy)ethyl)benzyl)-3-fluoro-2-(4-fluoro-2-methylphenyl)-1H-indole